[Cl-].CO[Si](CCC[N+](C)(C)CCCCCCCCCCCCCCCCCC)(OC)OC 3-(trimethoxysilyl)propyloctadecyl-dimethyl-ammonium chloride